tert-butyl N-[[4-[[3-nitro-5-(trifluoromethyl)-2-pyridyl]amino]phenyl]methyl]carbamate [N+](=O)([O-])C=1C(=NC=C(C1)C(F)(F)F)NC1=CC=C(C=C1)CNC(OC(C)(C)C)=O